C(C1=CC=CC=C1)NC=1C=2N(N=C(C1)NCCC(=O)N)C(=NN2)C(C)C 3-[[8-(benzylamino)-3-isopropyl-[1,2,4]triazolo[4,3-b]pyridazin-6-yl]amino]propanamide